3-[[3-(trifluoromethoxy)phenyl]methyl]urea FC(OC=1C=C(C=CC1)CNC(N)=O)(F)F